1',3'-dihydro-3',3'-dimethyl-6-nitro-1'-octyl-spiro[2H-1-benzopyran-2,2'-[2H]indole] CC1(C2(N(C3=CC=CC=C13)CCCCCCCC)OC1=C(C=C2)C=C(C=C1)[N+](=O)[O-])C